1,8,15-trioxo-13,13-bis((3-oxo-3-((4-(3-(prop-2-yn-1-yloxy)benzamido)butyl)amino)propoxy)methyl)-1-(3-(prop-2-yn-1-yloxy)phenyl)-11-oxa-2,7,14-triazahexacosan-26-oic acid O=C(NCCCCNC(CCOCC(NC(CCCCCCCCCCC(=O)O)=O)(COCCC(=O)NCCCCNC(C1=CC(=CC=C1)OCC#C)=O)COCCC(NCCCCNC(C1=CC(=CC=C1)OCC#C)=O)=O)=O)C1=CC(=CC=C1)OCC#C